FC1(CCN(CC1)C=1C=C(C=C2C=C(C(=NC12)N)C)N)F 8-(4,4-difluoropiperidinyl)-3-methylquinoline-2,6-diamine